5-[4-(2-methoxyphenyl)-1H-pyrrol-2-yl]-1-(propan-2-yl)-1H-1,2,3-benzotriazole COC1=C(C=CC=C1)C=1C=C(NC1)C1=CC2=C(N(N=N2)C(C)C)C=C1